(2S)-2-amino-3-hydroxypropanoic acid N[C@H](C(=O)O)CO